5-((2-((diphenylmethylene)amino)pyridin-4-yl)oxy)pyridin-2-amine C1(=CC=CC=C1)C(C1=CC=CC=C1)=NC1=NC=CC(=C1)OC=1C=CC(=NC1)N